N-(1,3-THIAZOL-2-YL)BENZAMIDE S1C(=NC=C1)NC(C1=CC=CC=C1)=O